ClC1=CC(=NC=C1)[C@H]1CN2[C@H](CO1)CN(CC2)C(=O)C2=C(C(=CC=C2)OC)Cl [(3R,9aS)-3-(4-chloro-2-pyridyl)-3,4,6,7,9,9a-hexahydro-1H-pyrazino[2,1-c][1,4]oxazin-8-yl]-(2-chloro-3-methoxy-phenyl)methanone